O=C1C(=C(C=NN1)N[C@H](CONC(CC1CCN(CC1)C1=NC=C(C=N1)C(F)(F)F)=O)C)C(F)(F)F (S)-N-(2-((6-oxo-5-(trifluoromethyl)-1,6-dihydropyridazin-4-yl)amino)propoxy)-2-(1-(5-(trifluoromethyl)pyrimidin-2-yl)piperidin-4-yl)acetamide